t-butyl-(S)-8-((1-(4-methoxybutanoyl)pyrrolidin-3-yl)(methyl)amino)-3,4-dihydroisoquinoline-2(1H)-carboxylate C(C)(C)(C)OC(=O)N1CC2=C(C=CC=C2CC1)N(C)[C@@H]1CN(CC1)C(CCCOC)=O